N-{(3S,4S)-3-[(2-fluoro[biphenyl]-3-yl)methyl]-2-[(2R)-2-hydroxy(2-2H)propanoyl]-2-azabicyclo[3.1.1]heptan-4-yl}methanesulfonamide FC1=C(C=CC=C1C[C@@H]1N(C2CC([C@@H]1NS(=O)(=O)C)C2)C([C@](C)([2H])O)=O)C2=CC=CC=C2